C[Si](C(C)C)(C)C(C1=CC=C(C=C1)C)Cl (dimethylisopropyl-silyl)-4-methylbenzyl chloride